2-methoxy-5,5-dimethyl-5H-cyclopenta[b]pyridine COC1=CC=C2C(=N1)C=CC2(C)C